6-(3-(1-Methylcyclopropyl)phenyl)-3-azabicyclo[4.1.0]heptane CC1(CC1)C=1C=C(C=CC1)C12CCNCC2C1